1-(7-fluoroheptyl)nonyl 8-{(2-hydroxyethyl)[5-(nonyloxycarbonyl)pentyl]amino}octanoate OCCN(CCCCCCCC(=O)OC(CCCCCCCC)CCCCCCCF)CCCCCC(=O)OCCCCCCCCC